FC(C(C)(C)O)(F)C=1C(=C(C=CC1)[C@@H](C)NC1=NC(=NC2=CC3=C(C=C12)N(C(C3(C)C)=O)CCOC)C)F (R)-4-((1-(3-(1,1-difluoro-2-hydroxy-2-methylpropyl)-2-fluorophenyl)ethyl)amino)-6-(2-methoxyethyl)-2,8,8-trimethyl-6,8-dihydro-7H-pyrrolo[2,3-g]quinazolin-7-one